C(C)(C)OC(=O)[C@H]1[C@H](CC=CC1)C(=O)O cis-4-cyclohexene-1,2-dicarboxylic acid isopropyl ester